(S)-2-hydroxymethylazetidine OC[C@H]1NCC1